O=S1(NC(C=NC2=C1C=CC=C2)=O)=O 1,1-dioxo-benzo[f][1,2,5]thidiazepine-3(2H)-one